4-(pyrimidin-2-ylmethoxy)aniline N1=C(N=CC=C1)COC1=CC=C(N)C=C1